7-chloro-5-methoxy-4-oxo-1-(1,3-thiazol-2-yl)-1,4-dihydro-1,8-naphthyridine-3-carboxylic acid ethyl ester C(C)OC(=O)C1=CN(C2=NC(=CC(=C2C1=O)OC)Cl)C=1SC=CN1